NC1=C(C=C(C=N1)C=1C=C2N(N1)CC[C@]21CN(CC1)C(=O)NC1(CCC1)C1=C(C=CC=C1)C#N)C(F)(F)F |r| (rac)-2'-[6-amino-5-(trifluoromethyl)pyridin-3-yl]-N-[1-(2-cyanophenyl)cyclobutyl]-5',6'-dihydrospiro[pyrrolidine-3,4'-pyrrolo[1,2-b]pyrazole]-1-carboxamide